1-(2-(azacyclooctan-1-yl)ethyl)-3-(2-(4-ethylpiperazin-1-yl)-4-methylquinolin-6-yl)thiourea N1(CCCCCCC1)CCNC(=S)NC=1C=C2C(=CC(=NC2=CC1)N1CCN(CC1)CC)C